CSC[C@@H]1[C@@H]([C@H]([C@H](O1)O[C@@H]2[C@H](O[C@@H]([C@H]([C@H]2O)O)OC[C@@H]3[C@H]([C@@H]([C@@H](O3)O[C@H]4[C@@H]([C@H](O[C@@H]4OC[C@@H]5[C@H]([C@@H]([C@H](O5)OC[C@@H]6[C@H]([C@@H]([C@H](O6)O)O)O)O)O)CO)O)O)O)CO)O)O The molecule is a hexasaccharide derivative composed of a 5-deoxy-5-(methylsulfanyl)xylofuranose, a mannopyranose and four arabinofuranose residues in an alpha(1->4), alpha(1->5), beta(1->2), alpha(1->5) and alpha(1->5) linear sequence.